2-Azaspiro[4.4]nonan-7-amine C1NCCC12CC(CC2)N